(2R)-2-hydroxy-3-phenylpropanoic acid O[C@@H](C(=O)O)CC1=CC=CC=C1